4-oxo-5-azaspiro[2.4]heptane-5-carboxylic acid tert-butyl ester C(C)(C)(C)OC(=O)N1C(C2(CC2)CC1)=O